C(C)C1CN(CCN1)C(=O)[O-] 3-ethylpiperazine-1-carboxylate